octaethylporphyrin nickel (III) [Ni+3].C(C)C1=C(C=2C=C3C(=C(C(=CC=4C(=C(C(=CC5=C(C(=C(N5)C=C1N2)CC)CC)N4)CC)CC)N3)CC)CC)CC